C(C=C)(=O)N1CCN(CC1)C1=CC(N(C2=NC(=C(C=C12)Cl)C1=C(C=CC=C1)F)C=1C(=NC=CC1C(C)C)C(C)C)=O Racemic-4-(4-acryloylpiperazin-1-yl)-6-chloro-1-(2,4-diisopropylpyridin-3-yl)-7-(2-fluorophenyl)-2-oxo-1,2-dihydro-1,8-naphthyridine